4-[5-(2-amino-1,3-benzothiazol-5-yl)-3-methyl-2-pyridyl]-2-[2-(aminomethyl)-3,3-difluoro-allyl]-1,2,4-triazol-3-one NC=1SC2=C(N1)C=C(C=C2)C=2C=C(C(=NC2)N2C(N(N=C2)CC(=C(F)F)CN)=O)C